OC1=C(C=CC=C1)[Cu]C1CCCCC1 hydroxycyclohexylphenyl-copper